FC1=C(C(=C(C=C1OC)OC)F)N1C(N(C2=C(C1)C=NC1=C2C=NN1)CCC=1C=NC=CC1)=O 3-(2,6-difluoro-3,5-dimethoxyphenyl)-1-(2-pyridin-3-ylethyl)-1,3,4,7-tetrahydro-2H-pyrazolo[4',3':5,6]pyrido[4,3-d]pyrimidin-2-one